Rac-1-((3as,6ar)-5-(6-chloroimidazo[1,5-a]pyridin-8-yl)-1,1-dimethylhexahydropyrrolo[3,4-c]pyrrol-2(1H)-yl)ethanone ClC=1C=C(C=2N(C1)C=NC2)N2C[C@H]1[C@@H](C2)CN(C1(C)C)C(C)=O |r|